triethanolamine myristoyl-sarcosinate C(CCCCCCCCCCCCC)(=O)N(C)CC(=O)O.N(CCO)(CCO)CCO